Bis(4-carboxy-2,5-dihydroxyphenylmethyl)amine C(=O)(O)C1=CC(=C(C=C1O)CNCC1=C(C=C(C(=C1)O)C(=O)O)O)O